C(C)OC(=O)C1=CN(C2=CC(=C(C=C2C1=O)F)Cl)CC 1-ethyl-7-chloro-6-fluoro-1,4-dihydro-4-oxoquinoline-3-carboxylic acid ethyl ester